(S)-3-(4-((3-aminopyrrolidin-1-yl)methyl)benzyl)-5-butoxy-1H-pyrazolo[4,3-d]pyrimidin-7-amine N[C@@H]1CN(CC1)CC1=CC=C(CC2=NNC3=C2N=C(N=C3N)OCCCC)C=C1